methyldodecenol CC(=CCCCCCCCCCC)O